CC1(CC2(C3=CC=CC=C13)C1=CC=CC=C1C=1C=CC(=CC12)N(C1=CC2=C(SC3=C2C=CC=C3)C=C1)C1=CC=3C(C2=CC=CC=C2C3C=C1)(C)C)C N-(3',3'-dimethyl-2',3'-dihydrospiro-[fluoren-9,1'-inden]-2-yl)-N-(9,9-dimethyl-9H-fluoren-2-yl)dibenzo[b,d]thiophen-2-amine